IC1=NN(C=C1)CC1=CC=C(C=C1)OC iodo-1-(4-methoxybenzyl)-1H-pyrazole